C(CCCC\C=C\C=C/CCCCCC)=O (E,Z)-6,8-Pentadecadienal